N1=C(N=CC2=CC=CC=C12)/C=C/C(=O)OCC (E)-ethyl 3-(quinazolin-2-yl)acrylate